6-(1-(6-(4-(trifluoromethyl)phenyl)-1H-imidazo[4,5-b]pyrazin-1-yl)ethyl)quinoline FC(C1=CC=C(C=C1)C1=CN=C2C(=N1)N(C=N2)C(C)C=2C=C1C=CC=NC1=CC2)(F)F